FC(C=1C=CC(=NC1)C1N(CCCC1)C(=O)OC(C)(C)C)(F)F tert-butyl 2-(5-(trifluoromethyl)pyridin-2-yl)piperidin-1-carboxylate